4-acetyl-N-(4-benzyloxyphenyl)benzenesulfonamide C(C)(=O)C1=CC=C(C=C1)S(=O)(=O)NC1=CC=C(C=C1)OCC1=CC=CC=C1